3-fluorophenylallylidene-6-((5-isopropyl-1-(3-morpholinyl)propylimidazol-4-yl)methylene)piperazine-2,5-dione FC=1C=C(C=CC1)C=CC=C1C(NC(C(N1)=O)=CC=1N=C(NC1C(C)C)C(CC)C1NCCOC1)=O